(3R)-N-[(1S)-1-(azepan-1-ylmethyl)-2-methylpropyl]-7-hydroxy-1,2,3,4-tetrahydroisoquinoline-3-carboxamide N1(CCCCCC1)C[C@H](C(C)C)NC(=O)[C@@H]1NCC2=CC(=CC=C2C1)O